3-(5-((4-benzhydryl-3,5-dimethylpiperazin-1-yl)methyl)-4-fluoro-1-oxoisoindolin-2-yl)piperidine-2,6-dione C(C1=CC=CC=C1)(C1=CC=CC=C1)N1C(CN(CC1C)CC=1C(=C2CN(C(C2=CC1)=O)C1C(NC(CC1)=O)=O)F)C